[1-[4-[Methyl(tetrahydropyran-4-yl)amino]-5-oxido-6,7-dihydrothieno[3,2-d]pyrimidin-5-ium-2-yl]azetidin-3-yl]-3-methylsulfanylpropanoat CN(C=1C2=C(N=C(N1)N1CC(C1)OC(CCSC)=O)CC[S+]2[O-])C2CCOCC2